5-benzyl-N-[[6-[3-[(3S)-5,5-dimethylpyrrolidin-3-yl]propylamino]-2-pyridyl]sulfonyl]-2,6-difluoro-pyridine-3-carboxamide C(C1=CC=CC=C1)C=1C=C(C(=NC1F)F)C(=O)NS(=O)(=O)C1=NC(=CC=C1)NCCC[C@@H]1CNC(C1)(C)C